Ethyl 4-(isopropylamino)-6-(1H-pyrazol-4-yl)-1,7-naphthyridine-3-carboxylate C(C)(C)NC1=C(C=NC2=CN=C(C=C12)C=1C=NNC1)C(=O)OCC